Acetyl-spermidine C(C)(=O)NCCCCNCCCN